FC=1C=C(C=CC1F)C=1C(C(=C(N(C1)CCF)C)C(=O)NC1=CC(=C(C=C1)OC1=CC=NC2=CC(=CN=C12)OC)F)=O 5-(3,4-difluorophenyl)-1-(2-fluoroethyl)-N-[3-fluoro-4-[(7-methoxy-1,5-naphthyridin-4-yl)oxy]phenyl]-2-methyl-4-oxopyridine-3-carboxamide